3-((S)-2-((diphenylmethylene)amino)-3-methoxy-3-oxopropyl)-2-oxopyrrolidine-1-carboxylic acid tert-butyl ester C(C)(C)(C)OC(=O)N1C(C(CC1)C[C@@H](C(=O)OC)N=C(C1=CC=CC=C1)C1=CC=CC=C1)=O